4-methyl-3-{3-methyl-5-[4-(trifluoromethyl)phenoxy]phenyl}-1H,4H,5H-pyrazolo[4,3-b]pyridin-5-one CN1C2=C(C=CC1=O)NN=C2C2=CC(=CC(=C2)OC2=CC=C(C=C2)C(F)(F)F)C